F[C@H]1[C@H](CNC1)NC=1C=C2CN3[C@@H](C2=CC1)CN(C[C@H]3C)C=3C=1N(C(=CC3)C#N)N=CC1 4-[(4R,10bS)-8-[[(3S,4R)-4-fluoropyrrolidin-3-yl]amino]-4-methyl-3,4,6,10b-tetrahydro-1H-pyrazino[2,1-a]isoindol-2-yl]pyrazolo[1,5-a]pyridine-7-carbonitrile